2-((3-(4-(5-(2,3-Dihydro-1H-inden-4-yl)-6-methoxy-1H-pyrazolo[4,3-b]pyridin-3-yl)-1H-pyrazol-1-yl)azetidin-1-yl)sulfonyl)-N,N-dimethylethan-1-amine C1CCC2=C(C=CC=C12)C1=C(C=C2C(=N1)C(=NN2)C=2C=NN(C2)C2CN(C2)S(=O)(=O)CCN(C)C)OC